C(C)(C)C1=C(C=C(C=C1)/C=C/B1OC(C(O1)(C)C)(C)C)OC (E)-2-(4-isopropyl-3-methoxyphenylvinyl)-4,4,5,5-tetramethyl-1,3,2-dioxaborolane